FC1=C(C=C(C=C1)N1CCC(CC1)C(=O)N)C 1-(4-fluoro-3-methylphenyl)piperidine-4-carboxamide